4-[(4,4-difluorocyclohexyl)methyl]-3-[(4-fluorophenyl)methyl]-4,5-dihydro-1,2,4-oxadiazol-5-one FC1(CCC(CC1)CN1C(=NOC1=O)CC1=CC=C(C=C1)F)F